C(C1=CC=NC=C1)(=O)OC1CCCOC12CCCO2 1,6-dioxaspiro[4.5]decan-10-yl isonicotinate